4,4-difluoroeicosan-1-ol FC(CCCO)(CCCCCCCCCCCCCCCC)F